OC1=C(N(SC2=C1C=CC=C2)C)C(=O)NC2=NC=CC=C2 4-hydroxy-2-methyl-N-(pyridin-2-yl)-2H-benzo[e][1,2]thiazine-3-carboxamide